C(=C)C1=CC=C(C=C1)CC 2-(4-vinylphenyl)ethane